2-[3-(3-nitrophenyl)oxetan-3-yl]acethydrazide [N+](=O)([O-])C=1C=C(C=CC1)C1(COC1)CC(=O)NN